1-(11Z,14Z-eicosadienoyl)-2-(9Z-pentadecenoyl)-glycero-3-phosphoserine CCCCC/C=C\CCCCCCCC(=O)O[C@H](COC(=O)CCCCCCCCC/C=C\C/C=C\CCCCC)COP(=O)(O)OC[C@@H](C(=O)O)N